ethyl 1-(4-chloro-2-fluoro-phenyl)-5-methylsulfonyl-4-oxo-cinnoline-3-carboxylate ClC1=CC(=C(C=C1)N1N=C(C(C2=C(C=CC=C12)S(=O)(=O)C)=O)C(=O)OCC)F